ClC1=C(C(=CC=2N=CSC21)OC)C2=CNC1=NC(=CC=C12)NC(=O)[C@H]1[C@H](C1)F (1S,2S)-N-[3-(7-chloro-5-methoxy-1,3-benzothiazol-6-yl)-1H-pyrrolo[2,3-b]pyridin-6-yl]-2-fluorocyclopropane-1-carboxamide